6-chloro-7-cyclopropyl-N-[5-(2,2-difluoroethyl)-4-methoxy-pyrimidin-2-yl]-1H-indole-3-sulfonamide ClC1=CC=C2C(=CNC2=C1C1CC1)S(=O)(=O)NC1=NC=C(C(=N1)OC)CC(F)F